C(#N)C=1C=C(C=CC1)CC(=O)N1CCC2(C(C2)CNC(=O)N2CC=3C=NC=CC3C2)CC1 N-[[6-[2-(3-cyanophenyl)acetyl]-6-azaspiro[2.5]octan-2-yl]methyl]-1,3-dihydropyrrolo[3,4-c]pyridine-2-carboxamide